3-(6-((2-hydroxyethyl)amino)pyridin-3-yl)-2-oxo-2,3-dihydro-1H-benzo[d]imidazol OCCNC1=CC=C(C=N1)N1C(NC2=C1C=CC=C2)=O